1-(3-chloropyridin-2-yl)-3-hydroxycyclobutane-1-carbonitrile ClC=1C(=NC=CC1)C1(CC(C1)O)C#N